4-(5-[4-(4-acetylpiperazin-1-yl)phenyl]thiophen-2-ylmethyl)-2-[(2E)-2-(aminomethyl)-3-fluoroprop-2-en-1-yl]-2,4-dihydro-3H-1,2,4-triazol-3-one hydrochloride Cl.C(C)(=O)N1CCN(CC1)C1=CC=C(C=C1)C1=CC=C(S1)CN1C(N(N=C1)C\C(=C\F)\CN)=O